N5-((1S,3S)-3-Methoxycyclopentyl)-N3-methyl-1-((S)-1-phenylethyl)-1H-pyrazole-3,5-dicarboxamide CO[C@@H]1C[C@H](CC1)NC(=O)C1=CC(=NN1[C@@H](C)C1=CC=CC=C1)C(=O)NC